CC([O-])C.CC([O-])C.[Zr+2] zirconium di(isopropoxide)